C[S@@](=O)C1=CC=CC=C1 (R)-phenyl methyl sulfoxide